4-(2-(5-((4-Chlorophenyl)carbamoyl)thiophen-2-yl)phenoxy)piperidine-1-carboxylate ClC1=CC=C(C=C1)NC(=O)C1=CC=C(S1)C1=C(OC2CCN(CC2)C(=O)[O-])C=CC=C1